1-acetyl-3-(phenylethynyl)thiophene C(C)(=O)S1C=C(C=C1)C#CC1=CC=CC=C1